C(C=C)(=O)N1CC(N(CC1)C1=CC=C(O1)CCC(=O)NCCCCCCNC(OCC1[C@H]2CCC#CCC[C@@H]12)=O)=O ((1R,8S,9s)-bicyclo[6.1.0]non-4-yn-9-yl)methyl (6-(3-(5-(4-acryloyl-2-oxopiperazin-1-yl)furan-2-yl)propanamido)hexyl)carbamate